BrC1=C(C=C(C(=O)N(C)[C@H](C)C2=CN(C(C3=CC(=C(C=C23)F)F)=O)C)C=C1)F (R)-4-bromo-N-(1-(6,7-difluoro-2-methyl-1-oxo-1,2-dihydroisoquinolin-4-yl)ethyl)-3-fluoro-N-methylbenzamide